O=C1OCC2=CC=C(C=C12)C1(CC1)C(=O)O 1-(3-oxo-1,3-dihydroisobenzofuran-5-yl)cyclopropanecarboxylic acid